COC(=O)C=1N=NC=CC1Cl chloropyridazine-3-carboxylic acid methyl ester